3-[5,7-difluoro-2-(4-fluorophenyl)-1H-indol-3-yl]Cyclobutylalcohol FC=1C=C2C(=C(NC2=C(C1)F)C1=CC=C(C=C1)F)C1CC(C1)O